C(C)(C)(C)C=1C=C(C2=C(CC(O2)=O)C1)C(C)(C)C 5,7-di-tert-butyl-benzofuran-2-one